C(C=C)OCC=C.[Al] aluminum diallyl oxide